C=1N=CN2C1C1=CC=CC=C1[C@@H]2C2CCC=1C=NNC1C2O 6-((s)-5H-imidazo[5,1-a]isoindol-5-yl)-4,5,6,7-tetrahydro-1H-indazol-7-ol